FC1=C(C(=O)OC)C=C(C(=C1F)N)[N+](=O)[O-] methyl 2,3-difluoro-4-amino-5-nitrobenzoate